CC(=O)OC[C@H]1O[C@@](COC(C)=O)(O[C@H]2O[C@H](COC(C)=O)[C@@H](OC(C)=O)[C@H](OC(C)=O)[C@H]2OC(C)=O)[C@@H](OC(C)=O)[C@@H]1OC(C)=O sucrose Octaacetate